3-(9H-carbazol-9-yl)-1-chlorobenzo[f]Quinazoline C1=CC=CC=2C3=CC=CC=C3N(C12)C1=NC=2C=CC3=C(C2C(=N1)Cl)C=CC=C3